O=C1NC(CCC1N1CC=2C=C3C(=CC2C1=O)C[C@H](C3)C=O)=O (S)-2-(2,6-Dioxopiperidin-3-yl)-1-oxo-1,2,3,5,6,7-hexahydrocyclopenta[f]isoindole-6-carbaldehyde